C(C)(C)(C)OC(=O)N1CC(C1)CSC 3-((methylthio)methyl)azetidine-1-carboxylic acid tert-butyl ester